CC1(C2C3C4C=CC(C3C(C1)C2)C4)C(=O)OCC(F)(F)F 9-methyl-9-(2,2,2-trifluoroethoxycarbonyl)tetracyclo[6.2.1.13,6.02,7]Dodeca-4-en